Ethyl 7-chloro-4-hydroxy-1-(2-methylpyridin-3-yl)-2-oxo-1,2-dihydro-1,8-naphthyridin-3-carboxylate ClC1=CC=C2C(=C(C(N(C2=N1)C=1C(=NC=CC1)C)=O)C(=O)OCC)O